1-(2,6-dichlorophenyl)-4-((6-(2-oxopyrrolidin-1-yl)pyridin-3-yl)amino)-1H-pyrazole-3-carboxamide ClC1=C(C(=CC=C1)Cl)N1N=C(C(=C1)NC=1C=NC(=CC1)N1C(CCC1)=O)C(=O)N